tert-butyl N-[7-[2-[tert-butyl(dimethyl)silyl]oxyethoxy]-1-hydroxy-3H-2,1-benzoxaborol-5-yl]carbamate [Si](C)(C)(C(C)(C)C)OCCOC1=CC(=CC=2COB(C21)O)NC(OC(C)(C)C)=O